CSC1=C(C=CC=C1)C(NC(=O)C=1C(NC(=CC1)C(F)(F)F)=O)C1=CC=C(C=C1)C N-((2-(methylthio)phenyl)(p-tolyl)methyl)-2-oxo-6-(trifluoromethyl)-1,2-dihydropyridine-3-carboxamide